4-methyl-2,3-diaminopyridine CC1=C(C(=NC=C1)N)N